16-hexyl-3-(2-hydroxyethyl)-11,11-dimethyl-13-pentadecyl-10,12,14-trioxa-3-aza-11-silatetracosan-1-ol C(CCCCC)C(COC(O[Si](OCCCCCCN(CCO)CCO)(C)C)CCCCCCCCCCCCCCC)CCCCCCCC